S1C=NC2=C1C=C(C=C2)\C=C\2/N=C(NC2=O)N[C@H]2[C@@H](CCCC2)O |r| (±)-(4Z)-4-(1,3-Benzothiazol-6-ylmethylene)-2-[[trans-2-hydroxycyclohexyl]amino]-1H-imidazol-5-one